dioctyloxybis(suberate) titanium [Ti+2].C(CCCCCCC)OC(C(CCCCCC(=O)OCCCCCCCC)OC(C(=O)[O-])CCCCCC(=O)[O-])=O